N-(cis-3-ethoxycyclobutyl)-5-(imidazo[1,2-a]pyrimidin-6-yl)pyrrolo[2,1-f][1,2,4]triazin-2-amine C(C)O[C@H]1C[C@H](C1)NC1=NN2C(C=N1)=C(C=C2)C=2C=NC=1N(C2)C=CN1